FC(CN1N=CC=2C1=NC(=CN2)N2CCC1(CCN(C1=O)C=1OC(=NN1)C(F)(F)F)CC2)F 8-(1-(2,2-difluoroethyl)-1H-pyrazolo[3,4-b]pyrazin-6-yl)-2-(5-(trifluoromethyl)-1,3,4-oxadiazol-2-yl)-2,8-diazaspiro[4.5]decan-1-one